1-(9Z-pentadecenoyl)-2-(5Z,8Z,11Z,14Z-eicosatetraenoyl)-glycero-3-phosphocholine C(C=CCCCCCCCCCCCC)(=O)OCC(OC(C=C\C=C/C=C\C=C/CCCCCCCCCCC)=O)COP(=O)([O-])OCC[N+](C)(C)C